C(#N)[C@H](CC=1C(NC2=CC=C(C=C2C1)C)=O)NC(=O)[C@@H]1[C@H]2C([C@H]2CN1C(CC1=CC(=NO1)C)=O)(C)C (1R,2S,5S)-N-((S)-1-Cyano-2-(6-methyl-2-oxo-1,2-dihydroquinolin-3-yl)ethyl)-6,6-dimethyl-3-(2-(3-methylisoxazol-5-yl)acetyl)-3-azabicyclo[3.1.0]hexane-2-carboxamide